ClC1=CC=C(C=N1)SC1=C2C=C(C(N(C2=CC(=C1)CC)C)=O)C 5-((6-chloropyridin-3-yl)thio)-7-ethyl-1,3-dimethylquinolin-2(1H)-one